C(CCCCCCCCCCCCCCCCC)[N+](C)(C)CCCCCCCCCCCCCCCCCC.C[N+](CCCCCCCCCCCCCCCCCC)(CCCCCCCCCCCCCCCCCC)C dimethyl-dioctadecyl-ammonium, dioctadecyl-dimethyl-ammonium salt